P(OC1=C(C=CC=C1C)C)(OC1=C(C=CC=C1C)C)OC1=C(C=CC=C1C)C tris-(2,6-dimethylphenyl) phosphite